3-((tert-butyldimethylsilyl)oxy)-4-hydroxytetrahydrofuran [Si](C)(C)(C(C)(C)C)OC1COCC1O